Z-cysteic acid N[C@@H](CS(=O)(O)=O)C(=O)O